CC1OCC(O1)CO 2-methyl-4-hydroxymethyl-1,3-dioxolane